(2r,3s)-ethyl 2-(benzoylaminomethyl)-3-(4-fluorophenyl)-3-hydroxypropionate C(C1=CC=CC=C1)(=O)NC[C@@H](C(=O)OCC)[C@H](O)C1=CC=C(C=C1)F